N1=C(C=NC=C1)CN([C@@H](C(C)C)C(=O)O)C(=O)C=1C=CC2=C(B(OC2)O)C1C.ClC1=CC(=C(N=N1)OC1=CC(=CC=C1)C(F)(F)F)C(=O)N(C)OC 6-chloro-N-methoxy-N-methyl-3-[3-(trifluoromethyl)phenoxy]pyridazine-4-amide Pyrazin-2-ylmethyl-(1-hydroxy-7-methyl-1,3-dihydrobenzo[c][1,2]oxaborole-6-carbonyl)-L-valinate